ClC=1C(=NC=CC1SC1=C(N=CC(=N1)CO)C)N1CC(C1)O 6-[[3-chloro-2-(3-hydroxy-1-azetidinyl)-4-pyridinyl]thio]-5-methyl-2-pyrazinemethanol